C(C=C)(=O)N1C[C@@H]([C@@H](CC1)F)NC=1C2=C(N=C(N1)NC=1C=NN(C1)CC)NC=C2C2CC2 1-Propenoyl-(3s,4r)-3-((5-cyclopropyl-2-((1-ethyl-1H-pyrazol-4-yl)amino)-7H-pyrrolo[2,3-d]pyrimidin-4-yl)amino)-4-fluoropiperidine